diisopropyl thiophosphite P(SC(C)C)(OC(C)C)[O-]